C(C1=CC=CC=C1)O[C@@H](C(=O)N1CCNCC1)[C@H]([C@@H]([C@@H](COCC1=CC=CC=C1)O)OCC1=CC=CC=C1)OCC1=CC=CC=C1 (2R,3S,4R,5R)-2,3,4,6-tetra(benzyloxy)-5-hydroxy-1-(piperazin-1-yl)hexan-1-one